C(C)(C)(C)OC(=O)N1C(=NCC1)C=1C=C(C=CC1)NC1=C(C=C(C(=O)O)C=C1F)C1CC1 4-[(3-{1-[(tert-butoxy)carbonyl]-4,5-dihydro-1H-imidazol-2-yl}phenyl)amino]-3-cyclopropyl-5-fluorobenzoic acid